[Br-].C(C=C)O[C@@H]([C@H]1[N@@+]2(C[C@@H]([C@H](C1)CC2)C=C)CC=2C1=CC=CC=C1C=C1C=CC=CC21)C2=CC=NC1=CC=CC=C21 (1S,2S,4S,5R)-2-((R)-(allyloxy)(quinolin-4-yl)methyl)-1-(anthracen-9-ylmethyl)-5-vinylquinuclidin-1-ium bromide